2-amino-4-chloroquinoline-3-carbonitrile NC1=NC2=CC=CC=C2C(=C1C#N)Cl